O=C1C=2N(C=CN1)N=C(C2)C(=O)N 4-oxo-5H-pyrazolo[1,5-a]pyrazine-2-carboxamide